nickel-calcium hypochlorite Cl[O-].[Ca+2].[Ni+2].Cl[O-].Cl[O-].Cl[O-]